tert-butyl (2S)-2-{[(1S)-1-cyano-2-{4'-[(4-methylpiperazin-1-yl)methyl]-[1,1'-biphenyl]-4-yl}ethyl]carbamoyl}-1,4-oxazepane-4-carboxylate C(#N)[C@H](CC1=CC=C(C=C1)C1=CC=C(C=C1)CN1CCN(CC1)C)NC(=O)[C@H]1OCCCN(C1)C(=O)OC(C)(C)C